(3-hydroxypropyltriazolylmethyl)amine C1=NNN=C1C(CCCO)N